CC1=NN(C(C1CCCCCCCCCCN=C(N)N)=O)C1=CC=CC=C1 2-(10-(3-methyl-5-oxo-1-phenyl-4,5-dihydro-1H-pyrazol-4-yl)decyl)guanidine